ClC1=CC=C(C=C1)NC=1C=NC=CC1NC(=O)C=1C=NC(=NC1)NC1CCOCC1 N-{3-[(4-Chlorophenyl)amino]pyridin-4-yl}-2-[(oxan-4-yl)amino]pyrimidine-5-carboxamide